(R)- or (S)-N-((2-methyl-4-(4-(trifluoromethyl)phenyl)-4,5,6,7-tetrahydropyrazolo[1,5-a]pyrimidin-6-yl)methyl)acrylamide CC1=NN2C(N(C[C@H](C2)CNC(C=C)=O)C2=CC=C(C=C2)C(F)(F)F)=C1 |o1:7|